methyl 3-[4-(7-fluorobenzo[b][1,4]benzoxazepin-6-yl) piperazin-1-yl]-2,2-dimethyl-propionate FC=1C=CC2=C(OC3=C(C=N2)C=CC=C3)C1N1CCN(CC1)CC(C(=O)OC)(C)C